7-(hydroxymethyl)-3-methyl-1,2-dihydroquinoxalin-2-one OCC1=CC=C2N=C(C(NC2=C1)=O)C